C(C1=CC=CC=C1)OC(=O)NC1(CCN(CC1)C(=O)OC(C)(C)C)CO tert-Butyl 4-(benzyloxycarbonylamino)-4-(hydroxymethyl)piperidine-1-carboxylate